1-methyl-3-(3-(6-(1-methyl-1H-pyrazol-4-yl)pyrrolo[1,2-b]pyridazin-4-yl)-3,8-diazabicyclo[3.2.1]octan-8-yl)cyclobutane-1-carbonitrile CC1(CC(C1)N1C2CN(CC1CC2)C=2C=1N(N=CC2)C=C(C1)C=1C=NN(C1)C)C#N